4-(Dipentylamino)phenyl ((5-fluoro-2,4-dioxo-3,4-dihydropyrimidin-1(2H)-yl)methyl) carbonate C(OC1=CC=C(C=C1)N(CCCCC)CCCCC)(OCN1C(NC(C(=C1)F)=O)=O)=O